FC=1C=CC(=NC1)NC1=CC(=C(N=N1)C(=O)NC([2H])([2H])[2H])NC1=CC=CC2=C1N(CC=1C=CC=NC21)C 6-((5-fluoropyridin-2-yl)amino)-N-(methyl-d3)-4-((6-methyl-5,6-dihydrobenzo[h][1,6]naphthyridin-7-yl)amino)pyridazine-3-carboxamide